CN1CCN(CC1)C=1N(C=C(C1)O)COCC[Si](C)(C)C 2-(4-methylpiperazin-1-yl)-4-hydroxy-1-((2-(trimethylsilyl)ethoxy)methyl)-1H-pyrrole